CN1N=NC2=C1C=CC(=C2C)[C@H](CC(=O)OCC)C=2C=C1C(CCC1=CC2)=O |o1:11| rel-(R)-ethyl 3-(1,4-dimethyl-1H-benzo[d][1,2,3]triazol-5-yl)-3-(3-oxo-2,3-dihydro-1H-inden-5-yl)propanoate